ClCC1=C(C=CC2=CC=CC=C12)OCC1=CC=C(C=C1)C(F)F 1-(chloromethyl)-2-((4-(difluoromethyl)benzyl)oxy)naphthalene